CC1=C(C=C(C=C1)C)C1CCC2=NC=3C(=NC(=CC3)C=3C=NC(=NC3)N3CCC(CC3)O)N21 1-(5-(8-(2,5-dimethylphenyl)-7,8-dihydro-6H-pyrrolo[2',1':2,3]imidazo[4,5-b]pyridin-2-yl)pyrimidin-2-yl)piperidin-4-ol